[Ti].[Si]=O Silicon Oxide Titanium